C(C)(=O)N1CCN(CC1)C1=NC=C(C=N1)C1(CC1)C(=O)NC(C=1OC(=CC1)C)C1=C(C=C(C=C1)C)N1CCCCC1 1-[2-(4-acetylpiperazin-1-yl)pyrimidin-5-yl]-N-{[4-methyl-2-(piperidin-1-yl)phenyl](5-methylfuran-2-yl)methyl}cyclopropane-1-carboxamide